3-ethylsulfonyl-6-(trifluoromethyl)benzothiophen-2-amine C(C)S(=O)(=O)C1=C(SC2=C1C=CC(=C2)C(F)(F)F)N